(S)-N-(1-((3-chloro-5-trifluoromethylpyridin-2-yl)oxy)propan-2-yl)-5-chloro-2-methyl-6-difluoromethylpyrimidin-4-amine ClC=1C(=NC=C(C1)C(F)(F)F)OC[C@H](C)NC1=NC(=NC(=C1Cl)C(F)F)C